(M)-6-chloro-7-((2S)-2-methyl-1-piperidinyl)-4-((2S)-2-methyl-4-(2-propenoyl)-1-piperazinyl)-1-(2-(2-propanyl)phenyl)pyrido[2,3-d]pyrimidin ClC1=CC2=C(N(CN=C2N2[C@H](CN(CC2)C(C=C)=O)C)C2=C(C=CC=C2)C(C)C)N=C1N1[C@H](CCCC1)C